CS(=O)(=O)C1CCN(CC1)C1=NC2=CC=CC=C2C(=N1)N 2-(4-(methylsulfonyl)piperidin-1-yl)quinazolin-4-amine